(1R,2S,3S,4S)-N-(3,4-dichlorophenyl)-3-(3,6-dihydro-2H-pyran-4-yl)-7-oxabicyclo[2.2.1]heptane-2-carboxamide ClC=1C=C(C=CC1Cl)NC(=O)[C@@H]1[C@H]2CC[C@@H]([C@@H]1C=1CCOCC1)O2